C12=CC=3CCC3C=C2CC1 tricyclo[6.2.0.03,6]deca-1,3(6),7-triene